BrC1=CC2=C(N=C3N2C(C=2C=4C(=CC=CC34)C=CC2)=O)C=C1Br 10,11-dibromo-7H-benzo[de]benzo[4,5]imidazo[2,1-a]isoquinolin-7-one